7-((2-methoxyethoxy)methoxy)-4-oxospiro[chroman-2,4'-piperidine] COCCOCOC1=CC=C2C(CC3(CCNCC3)OC2=C1)=O